(S)-8-(2-fluoro-4-(trifluoromethyl)phenyl)-2,3-dimethyl-6-(2-(2-methylpyridin-4-yl)morpholino)pyrido[3,4-d]pyrimidin-4(3H)-one FC1=C(C=CC(=C1)C(F)(F)F)C1=NC(=CC2=C1N=C(N(C2=O)C)C)N2C[C@@H](OCC2)C2=CC(=NC=C2)C